[N+](=[N-])=CC(=O)OC(C)OC1=CC=CC=C1 phenoxyethanol diazoacetate